2-n-propyl-propane-1,3-diol C(CC)C(CO)CO